C(C)(C)(C)OC(=O)N1CCC2(CN(C2)CC2CCN(CC2)C2=CC=C3C(=NN(C3=C2)C)C=2C(=NC(=CC2)OCC2=CC=CC=C2)OCC2=CC=CC=C2)CC1.OC1=CC=C(C=C1)P(C1=CC=C(C=C1)O)C1=CC=C(C=C1)O tri(4-hydroxyphenyl)phosphine tert-butyl-2-((1-(3-(2,6-bis(benzyloxy)pyridin-3-yl)-1-methyl-1H-indazol-6-yl)piperidin-4-yl)methyl)-2,7-diazaspiro[3.5]nonane-7-carboxylate